N1=C(C=C2N1CCCNC2)C(=O)O 4,6,7,8-tetrahydropyrazolo[1,5-a][1,4]diazepine-2-carboxylic acid